ClC=1C(=NC=CC1N1C=NC(=C1)C1=NC(=NC=C1C(F)(F)F)N[C@@H]1[C@@H](CN(CC1)S(=O)(=O)C)F)C (1-(3-chloro-2-methylpyridin-4-yl)-1H-imidazol-4-yl)-N-((3R,4S)-3-fluoro-1-(methylsulfonyl)piperidin-4-yl)-5-(trifluoromethyl)pyrimidin-2-amine